FC1=C(C=CC(=C1)F)[C@]1(O[C@@H]1C)CN1N=CN=C1 1-(((2S,3R)-2-(2,4-difluorophenyl)-3-methyl-oxiran-2-yl)methyl)-1H-1,2,4-triazole